FC1=C(C(=CC(=C1)F)OCCOC)C1=C2C(=C(N=C1C=1C=NC=3CCNCC3C1)C=1C=C3C=CN(C3=CC1)C)SC=C2 4-[2,4-difluoro-6-(2-methoxyethoxy)phenyl]-7-(1-methylindol-5-yl)-5-(5,6,7,8-tetrahydro-1,6-naphthyridin-3-yl)thieno[2,3-c]pyridine